2-(4-((5-chloro-3-fluoropyridin-2-yl)oxy)phenyl)-2H-tetrazole-5-carboxylic acid ethyl ester C(C)OC(=O)C=1N=NN(N1)C1=CC=C(C=C1)OC1=NC=C(C=C1F)Cl